4-(3-isopropyl-2-(2-methylpyridin-4-yl)-1H-indol-5-yl)piperidine-1-carboxylic acid isobutyl ester C(C(C)C)OC(=O)N1CCC(CC1)C=1C=C2C(=C(NC2=CC1)C1=CC(=NC=C1)C)C(C)C